C(C)C=1C(=CC=C2C=C(C=C(C12)C1=C(C=2N=C(N=C3C2C(=N1)OC[C@H]1N3CCCC1)S(=O)(=O)C)F)OCOC)F (8aS)-5-[8-ethyl-7-fluoro-3-(methoxymethoxy)naphthalen-1-yl]-4-fluoro-2-(methylsulfonyl)-8,8a,9,10,11,12-hexahydro-7-oxa-1,3,6,12a-tetraazabenzo[4,5]cyclohepta[1,2,3-de]naphthalene